4-bromo-7-chloro-1-(4-methoxybenzyl)-1H-pyrrolo[3,2-c]pyridine BrC1=NC=C(C2=C1C=CN2CC2=CC=C(C=C2)OC)Cl